palladium(II) 2,3,7,8,12,13,17,18-octaethylporphyrin C(C)C1=C2NC(=C1CC)C=C1C(=C(C(=N1)C=C1C(=C(C(N1)=CC=1C(=C(C(N1)=C2)CC)CC)CC)CC)CC)CC.[Pd+2]